The molecule is the dianion obtained by removal of two protons from the phosphate group of D-glycero-D-manno-heptose 7-phosphate. It is an organophosphate oxoanion and an aldoheptose phosphate. It is a conjugate base of a D-glycero-D-manno-heptose 7-phosphate. C([C@H]([C@@H]1[C@H]([C@@H]([C@@H](C(O1)O)O)O)O)O)OP(=O)([O-])[O-]